tert-butyl 4-[6-[[5-fluoro-4-(7'-fluoro-2'-methyl-spiro[cyclopentane-1,3'-indole]-5'-yl)pyrimidin-2-yl]amino]-3-pyridyl]piperidine-1-carboxylate FC=1C(=NC(=NC1)NC1=CC=C(C=N1)C1CCN(CC1)C(=O)OC(C)(C)C)C=1C=C2C3(C(=NC2=C(C1)F)C)CCCC3